FC1=C(C=CC(=C1)F)C1=CC(=CC(=C1)C)[C@H](CC(=O)[O-])NC(=O)NC=1C(N(C(=CC1[O-])C)C)=O.[Na+].BrC1=NC=CC(=C1)OCCBr.[Na+] bromo-4-(2-bromoethoxy)pyridine sodium (S)-3-(2',4'-difluoro-5-methylbiphenyl-3-yl)-3-(3-(1,6-dimethyl-4-oxido-2-oxo-1,2-dihydropyridin-3-yl)ureido)propanoate